(2R,3R)-1-CYCLOPROPYL-N,N-BIS(4-METHOXYBENZYL)-3-METHYL-5-HEXENE-2-SULFONAMIDE C1(CC1)C[C@H]([C@@H](CC=C)C)S(=O)(=O)N(CC1=CC=C(C=C1)OC)CC1=CC=C(C=C1)OC